FC1=C2C=NNC2=CC(=C1)\C=C(/C)\[C@@H](C=O)[C@H](\C=C\[C@@H]([C@H](CC[C@H](CC=O)O)C)OC(=O)N1CCN(CC1)C)C 4-methylpiperazine-1-carboxylic acid [(2s,3s,4E,6r,7s,10r)-2-[(E)-1-(4-fluoro-1H-indazol-6-yl) prop-1-en-2-yl]-10-hydroxy-3,7-dimethyl-12-oxo-1-oxododec-4-en-6-yl] ester